N-[4-chloro-2-[[(1S)-3-(cyclopropylamino)-2,3-dioxo-1-[[(3S)-2-oxo-3-piperidyl]methyl]propyl]carbamoyl]phenyl]-2-(trifluoromethyl)pyridine-4-carboxamide ClC1=CC(=C(C=C1)NC(=O)C1=CC(=NC=C1)C(F)(F)F)C(N[C@H](C(C(=O)NC1CC1)=O)C[C@H]1C(NCCC1)=O)=O